N-{3-[(2-chloro-5-fluorophenyl)carbonyl]-4-cyano-6-fluoro-2-naphthyl}-4-methylbenzenesulfonamide ClC1=C(C=C(C=C1)F)C(=O)C=1C(=CC2=CC=C(C=C2C1C#N)F)NS(=O)(=O)C1=CC=C(C=C1)C